CNCCC=1SC=CC1 N-methyl-2-(thiophen-2-yl)ethan-1-amine